C(C)(C)(C)OC(=O)N1[C@H](C[C@H](C1)OC)C(=O)O.COC1=CC(=C(C(=O)C=2C(=C(C(=CC2)[2H])[2H])[2H])C=C1)O 4-methoxy-2-hydroxybenzophenone-d3 (2r,4r)-1-(tert-butoxycarbonyl)-4-methoxypyrrolidine-2-carboxylate